3-[1-tert-butyl-5-(pyridazin-3-ylamino)pyrazol-3-yl]cyclopentanol C(C)(C)(C)N1N=C(C=C1NC=1N=NC=CC1)C1CC(CC1)O